2-(pyrazin-2-yl)[1,2,4]triazolo[1,5-c]quinazolin N1=C(C=NC=C1)C1=NN2C=NC=3C=CC=CC3C2=N1